(S)-1-(6-(6-(((R)-1-(2-hydroxy-5-fluoro-phenyl)ethyl)amino)imidazo[1,2-b]pyridazin-3-yl)pyrimidin-4-yl)propan-2-ol OC1=C(C=C(C=C1)F)[C@@H](C)NC=1C=CC=2N(N1)C(=CN2)C2=CC(=NC=N2)C[C@H](C)O